1-oxa-2,4-diazole O1N=CN=C1